ClC(C1=NC(=NO1)C1=CC=C(C=C1)C(CSC(C)C)=O)(F)F 1-(4-(5-(chlorodifluoromethyl)-1,2,4-oxadiazol-3-yl)phenyl)-2-(isopropylthio)ethan-1-one